C(C)(C)(C)N(C(=O)C=1C2=C(N(N1)C1=CSC=C1)C1=CC(=C(C=C1C2)OC)C2=NN(C=C2)C)C N-tert-butyl-6-methoxy-N-methyl-7-(1-methylpyrazol-3-yl)-1-(3-thienyl)-4H-indeno[1,2-c]pyrazole-3-carboxamide